O=C1NC(CCC1N1C(C2=CC=CC(=C2C1=O)SCCCC(=O)O)=O)=O 4-((2-(2,6-dioxopiperidin-3-yl)-1,3-dioxoisoindolin-4-yl)thio)butanoic acid